C(SCC1=CC=C(C=C1)C(=O)N(CCOC(C)=O)CC)(SCC1=CC=C(C=C1)C(=O)N(CCOC(C)=O)CC)=S Bis[[4-[[ethyl-(2-acetoxyethyl) amino] carbonyl] phenyl] methyl] trithiocarbonate